BrCC1=CC(=C(C=C1)Cl)OC(F)(F)F 4-(bromomethyl)-1-chloro-2-(trifluoromethoxy)benzene